tetraethyl-Ortho-Silicate C(C)O[Si](OCC)(OCC)OCC